9H,9'H-bicarbazole C1(=CC=CC=2C3=CC=CC=C3NC12)C1=CC=CC=2C3=CC=CC=C3NC12